(2S,4S)-4-fluoro-5-oxopyrrolidine-2-carboxylic acid F[C@H]1C[C@H](NC1=O)C(=O)O